5-(4-(4-(2-chlorophenyl)piperazin-1-yl)butoxy)-1,1a,3,7b-tetrahydro-2H-cyclopropa[c]quinolin-2-one ClC1=C(C=CC=C1)N1CCN(CC1)CCCCOC=1C=CC=2C3C(C(NC2C1)=O)C3